CN(C1=CC=CC(=N1)CC=1SC2=C(N(C=3C(N(N=CC32)CC3=NN(C=C3)COCC[Si](C)(C)C)=O)C)N1)C 2-((6-(dimethylamino)pyridin-2-yl)methyl)-4-methyl-6-((1-((2-(trimethylsilyl)ethoxy)methyl)-1H-pyrazol-3-yl)methyl)-4H-thiazolo[5',4':4,5]pyrrolo[2,3-d]pyridazin-5(6H)-one